O1COC2=C1C=CC(=C2)C=2N=NN(C2)C=2C=C1CN(C(C1=CC2)=O)N2C(CCCC2=O)=O 5-[4-(2H-1,3-benzodioxol-5-yl)-1,2,3-triazol-1-yl]-1-oxo-3H-isoindol-2-ylpiperidine-2,6-dione